2-{4-[2-(5-methyl-3-trifluoromethyl-pyrazol-1-yl)-acetyl]-piperazin-1-yl}-5,6-dihydro-4H-benzothiazol-7-one-O-(2-bromo-benzyl) oxime BrC1=C(CON=C2CCCC=3N=C(SC32)N3CCN(CC3)C(CN3N=C(C=C3C)C(F)(F)F)=O)C=CC=C1